2-(4-chloro-1-isopropyl-1H-pyrazol-5-yl)-4-(3-chloro-4-(3-isopropoxypyridin-2-yl)benzyl)-6,7-dihydropyrazolo[1,5-a]pyrimidin-5(4H)-one ClC=1C=NN(C1C1=NN2C(N(C(CC2)=O)CC2=CC(=C(C=C2)C2=NC=CC=C2OC(C)C)Cl)=C1)C(C)C